ClC1=C(C=C(C=C1)C(C(=O)NCC=1C=C2CN(C(C2=CC1)=O)C1C(NC(CC1)=O)=O)(F)F)F 2-(4-chloro-3-fluorophenyl)-N-((2-(2,6-dioxopiperidin-3-yl)-1-oxoisoindolin-5-yl)methyl)-2,2-difluoroacetamide